C(C)(C)(C)OC(=O)N1C[C@@](CCC1)(CC1=CC=C(C=C1)Cl)N(C(=O)[C@H]1N(C(OC1)(C)C)C(=O)OCC=C)C (S)-Allyl 4-(((R)-1-(tert-butoxycarbonyl)-3-(4-chlorobenzyl)piperidin-3-yl)(methyl)carbamoyl)-2,2-dimethyloxazolidine-3-carboxylate